O1CCOC12CCC(CC2)=CC2=C(N(N=C2C(F)(F)F)C2=NC=CC=N2)N 4-(1,4-dioxaspiro[4.5]decan-8-ylidenemethyl)-2-pyrimidin-2-yl-5-(trifluoromethyl)pyrazol-3-amine